2-(2-aminopyrimidin-4-yl)-3-[(3-methoxy-2-methylphenyl)amino]-1H,5H,6H,7H-pyrrolo[3,2-C]pyridin-4-one NC1=NC=CC(=N1)C1=C(C=2C(NCCC2N1)=O)NC1=C(C(=CC=C1)OC)C